9-methyl-2-[4-[(2R,5S)-5-methyl-2-piperidyl]phenyl]-2,9-Diazaspiro[5.5]Undecane CN1CCC2(CCCN(C2)C2=CC=C(C=C2)[C@@H]2NC[C@H](CC2)C)CC1